CN1[C@@H](CCC1)[C@]1(CNCC1)C (2S,3'R)-1,3'-dimethyl-2,3'-bipyrrolidine